ClC=1C=C(C=CC1F)NC1=C(C=NC2=CC(=CC=C12)C=1C=NN(C1)C)C#N 4-((3-chloro-4-fluorophenyl)amino)-7-(1-methyl-1H-pyrazol-4-yl)quinoline-3-carbonitrile